C1(=CC=CC=C1)[C@@H]1[C@H](C1)NC(=O)[C@@H]1CN(C[C@H]1C(=O)N[C@@H]1[C@H](C1)C1=CC=CC=C1)C(C1=CC=C(C=C1)C(=O)N1CC(NCC1)C(NCCCCCCCCCCCCCC)=O)=O (3S,4S)-N3,N4-bis((1S,2R)-2-phenylcyclopropyl)-1-(4-(3-(tetradecylcarbamoyl)piperazine-1-carbonyl)benzoyl)pyrrolidine-3,4-dicarboxamide